(5-hydroxy-6-methylpyridin-2-yl)-2-(isopropylamino)-3-methylpyrimidin-4(3H)-one OC=1C=CC(=NC1C)C=1C(N(C(=NC1)NC(C)C)C)=O